2-[3-[(3R)-3-amino-5-[(4-chlorophenyl)methyl]-8-fluoro-1,1,4-trioxo-2,3-dihydro-1lambda6,5-benzothiazepin-7-yl]-1,2,4-oxadiazol-5-yl]-2-methyl-propanenitrile N[C@H]1CS(C2=C(N(C1=O)CC1=CC=C(C=C1)Cl)C=C(C(=C2)F)C2=NOC(=N2)C(C#N)(C)C)(=O)=O